C1(CC1)CCN1C(N(C(C12CCN(CC2)C(=O)OC(C)(C)C)=O)C=2C=NC(=CC2)C(F)(F)F)=O tert-butyl 1-(2-cyclopropylethyl)-2,4-dioxo-3-(6-(trifluoromethyl)pyridin-3-yl)-1,3,8-triazaspiro[4.5]decane-8-carboxylate